N-benzyl-propionamide oxalate C(C(=O)O)(=O)O.C(C1=CC=CC=C1)NC(CC)=O